C(C)(=O)OC[C@H]1CN(CCN1C1=NC=C(C(=C1)C#N)C(F)(F)F)C(=O)OC(C)(C)C tert-Butyl (R)-3-(acetoxymethyl)-4-(4-cyano-5-(trifluoromethyl)pyridin-2-yl)piperazine-1-carboxylate